N-(3-chloro-5-methanesulfonamidophenyl)-4-{3-[(3,5-difluorophenyl)methoxy]-5-[(1-methylazetidin-3-yl)oxy]pyridin-2-yl}-5-methylthiophene-2-carboxamide ClC=1C=C(C=C(C1)NS(=O)(=O)C)NC(=O)C=1SC(=C(C1)C1=NC=C(C=C1OCC1=CC(=CC(=C1)F)F)OC1CN(C1)C)C